(2,5-difluoro-phenyl)-acetic acid FC1=C(C=C(C=C1)F)CC(=O)O